3-(4-(2,4-difluorobenzyloxy)-3-bromo-6-methyl-2-oxopyridin-1(2H)-yl)-N-hydroxybenzoamide FC1=C(COC2=C(C(N(C(=C2)C)C=2C=C(C(=O)NO)C=CC2)=O)Br)C=CC(=C1)F